6-((3-fluorobenzyl)thio)-1,5-dimethyl-1H-pyrazolo[3,4-d]pyrimidin-4(5H)-one FC=1C=C(CSC=2N(C(C3=C(N2)N(N=C3)C)=O)C)C=CC1